CN1C=C(C(=CC1=O)C=1C=NC=CC1)C=1C=NN(C1)C1=C(C#N)C=CC=C1 2-[4-(1'-Methyl-6'-oxo-1',6'-dihydro-[3,4']bipyridinyl-3'-yl)-pyrazol-1-yl]-benzonitrile